(R)-2-hydroxy-1-(6-(3-methoxy-1H-pyrrolo[2,3-b]pyridin-5-yl)-8-(morpholin-3-yl)-3,4-dihydroisoquinolin-2(1H)-yl)-2-methylpropan-1-one OC(C(=O)N1CC2=C(C=C(C=C2CC1)C=1C=C2C(=NC1)NC=C2OC)[C@H]2NCCOC2)(C)C